[1-[[(1R,2R)-2-[(2-ethylchroman-4-yl)carbamoyl]cyclopropyl]methyl]-4,4-dimethyl-6-oxo-hexahydropyrimidin-2-ylidene]ammonium C(C)C1OC2=CC=CC=C2C(C1)NC(=O)[C@H]1[C@@H](C1)CN1C(NC(CC1=O)(C)C)=[NH2+]